1-(2-((3S,4S)-3-methoxy-4-(3-tridecylureido)pyrrolidin-1-yl)benzo[d]oxazole-5-carbonyl)-N3,N4-bis((1S,2R)-2-phenylcyclopropyl)pyrrolidine-3,4-dicarboxamide CO[C@H]1CN(C[C@@H]1NC(=O)NCCCCCCCCCCCCC)C=1OC2=C(N1)C=C(C=C2)C(=O)N2CC(C(C2)C(=O)N[C@@H]2[C@H](C2)C2=CC=CC=C2)C(=O)N[C@@H]2[C@H](C2)C2=CC=CC=C2